BrC1=NC=C(C(=C1)NC(=O)C1=CC2=C(S1)C=CC=C2)C N-(2-Bromo-5-methylpyridin-4-yl)benzo[b]thiophene-2-carboxamide